Di(2-morpholinoethyl)amine O1CCN(CC1)CCNCCN1CCOCC1